(R)-10,14-dimethyl-pentadecyl alcohol isobutyrate C(C(C)C)(=O)OCCCCCCCCC[C@H](CCCC(C)C)C